S(=O)(=O)(C1=CC=C(C)C=C1)N1CCC(CC1)C/C=C/C(=O)OCC1=CC=CC=C1 benzyl (E)-4-(1-tosylpiperidin-4-yl)but-2-enoate